2-(((R)-2,2-difluoro-1-(hydroxymethyl)cyclopropyl)methoxy)-7-(8-ethynyl-3-(methoxymethoxy)naphthalen-1-yl)-6,8-difluoroquinazolin-4-ol FC1([C@](C1)(CO)COC1=NC2=C(C(=C(C=C2C(=N1)O)F)C1=CC(=CC2=CC=CC(=C12)C#C)OCOC)F)F